ClC1=CC=C(C=C1)NC1=NC(=NN1CCN1CCCC1)C=1C=NC(=CC1)N1CC2(C1)CC(C2)(F)F N-(4-Chlorophenyl)-3-(6-(6,6-difluoro-2-azaspiro[3.3]heptan-2-yl)pyridin-3-yl)-1-(2-(pyrrolidin-1-yl)ethyl)-1H-1,2,4-triazol-5-amine